C(C)OC=1N=NC=C(C1)B1OC(C(O1)(C)C)(C)C 3-ethoxy-5-(4,4,5,5-tetramethyl-1,3,2-dioxaborolan-2-yl)pyridazine